(4-n-propylcyclohexyl)-1,1'-biphenyl C(CC)C1CCC(CC1)C1=C(C=CC=C1)C1=CC=CC=C1